(R)-6-(2-(4'-chloro-[1,1'-biphenyl]-3-yl)-2-hydroxyacetyl)-2-(1-phenylcyclopropyl)-5,6,7,8-tetrahydropyrido[4,3-d]pyrimidin-4(3H)-one ClC1=CC=C(C=C1)C1=CC(=CC=C1)[C@H](C(=O)N1CC2=C(N=C(NC2=O)C2(CC2)C2=CC=CC=C2)CC1)O